C1(=CC=CC=C1)SC=1C=NC=CC1C(=O)O 3-phenylsulfanyl-pyridine-4-carboxylic acid